nickel-silver silicon dioxide [Si](=O)=O.[Ag].[Ni]